C1(CC1)CC(C(=O)OCC1=NC=C(N=C1)OC1COC1)C(C)CCC=C(C)C (5-(Oxetan-3-yloxy)pyrazin-2-yl)methanol Cyclopropylmethyl-citronellate